ClC=1C=C2CCC[C@]3(C2=CC1)CN(C1=C(OC3)C=CC(=C1)I)C[C@H]1NCCC1 (S)-6'-chloro-7-iodo-5-(((S)-pyrrolidin-2-yl)methyl)-3',4,4',5-tetrahydro-2H,2'H-spiro[benzo[b][1,4]oxazepine-3,1'-naphthalene]